(Z)-2-Tridecenyl acetate C(C)(=O)OC\C=C/CCCCCCCCCC